C(C1=CC=CC=C1)OC1=NC(=CC=C1C1=NN(C2=CC(=CC=C12)N1CCN(CC1)C(=O)OC(C)(C)C)C)OCC1=CC=CC=C1 tert-butyl 4-{3-[2,6-bis(benzyloxy)pyridin-3-yl]-1-methylindazol-6-yl}piperazine-1-carboxylate